NC1=C2N(C(N(C2=NC=N1)C1CNCCC1)=O)C1=CC=C(C=C1)OC1=CC=CC=C1 3-(6-amino-8-oxo-7-(4-phenoxyphenyl)-7,8-dihydro-9H-purine-9-yl)piperidine